BrC1=CN=C(S1)NC(OCCCC)=O butyl (5-bromothiazol-2-yl)carbamate